ClC=1C(=C(C=CC1)O)Cl.[S] sulfur dichlorophenol